C(C)(C)(C)OC(=O)N(C(OC(C)(C)C)=O)CCOCCOCCOCCOCCOCCOCCOCCOCCO tert-butyl N-tert-butoxycarbonyl-N-[2-[2-[2-[2-[2-[2-[2-[2-(2-hydroxyethoxy)ethoxy] ethoxy]ethoxy]ethoxy]ethoxy]ethoxy]ethoxy]ethyl]carbamate